3',4'-dimethoxy-N,N-diphenyl-[1,1'-biphenyl]-4-amine COC=1C=C(C=CC1OC)C1=CC=C(C=C1)N(C1=CC=CC=C1)C1=CC=CC=C1